methyl (1r,2'S,4S)-4-[(3-chloro-4-fluorophenyl)(trifluoroacetyl)amino]-6'-ethoxy-2'-[(2R)-3-hydroxy-2-methylpropyl]-2',3'-dihydrospiro[cyclohexane-1,1'-indene]-4-carboxylate ClC=1C=C(C=CC1F)N(C1(CCC2([C@H](CC3=CC=C(C=C23)OCC)C[C@H](CO)C)CC1)C(=O)OC)C(C(F)(F)F)=O